(R)-4-(2-amino-4-((1-hydroxy-2-methylhexan-2-yl)amino)pyrido[3,2-d]pyrimidin-7-yl)-1-methyl-5-((methyl(phenethyl)amino)methyl)pyridin-2(1H)-one NC=1N=C(C2=C(N1)C=C(C=N2)C2=CC(N(C=C2CN(CCC2=CC=CC=C2)C)C)=O)N[C@@](CO)(CCCC)C